C1CC(COCCOCC(CC1)N)N 5,8-dioxacyclododecane-3,10-diamine